ClC=1C=C(C=C(C1)OC(F)(F)F)[C@H]1CC[C@H](CC1)SC=1N=NNC1C(=O)O 4-(((cis)-4-(3-chloro-5-(trifluoromethoxy)phenyl)cyclohexyl)thio)-1H-1,2,3-triazole-5-carboxylic acid